ClC=1C=C(C(=O)NC2=C(C=CC=C2)S)C=C(C1OC)Cl N-(3,5-dichloro-4-methoxybenzoyl)-2-aminobenzenethiol